N(=[N+]=[N-])[C@H]([C@@H](CCC(=O)OC)C1=CC(=CC=C1)Cl)C=1SC(=CC1)Cl |r| racemic-(4S,5R)-(4R,5S)-methyl 5-azido-4-(3-chlorophenyl)-5-(5-chlorothiophen-2-yl)pentanoate